2-cyclopropyl-5-methyl-4,5-dihydro-2H-[1,2,3]triazolo[4,5-c][1,7]naphthyridin-6-amine C1(CC1)N1N=C2C(CN(C3=C(N=CC=C23)N)C)=N1